CN1C(NC(C(=C1C1=C(C=C(C=C1)OC1=NC=CC=C1OC(F)(F)F)C)C)=O)=O 1,5-Dimethyl-6-(2-methyl-4-{[3-(trifluoromethoxy)pyridin-2-yl]oxy}phenyl)pyrimidin-2,4(1H,3H)-dion